BrC1=C(C=C(C=C1OC1=CC=C(C=C1)C(C)C)Br)OC1=CC=C(C=C1)C(C)C 4,4'-((2,5-dibromo-1,3-phenylene)bis(oxy))bis(cumene)